C1(CC1)CCN(C1=C2CN(C(C2=CC=C1)=O)N1C(CCCC1=O)=O)C1CCC2(COCCN2CC2=CC=C(C=C2)OC)CC1 (4-((2-cyclopropylethyl)(1-(4-methoxybenzyl)-4-oxa-1-azaspiro[5.5]undecan-9-yl)amino)-1-oxoisoindolin-2-yl)piperidine-2,6-dione